3-((6-Chloropyridazin-3-yl)(methyl)amino)-2-fluoro-8-azabicyclo[3.2.1]Octane-8-carboxylic acid tert-butyl ester C(C)(C)(C)OC(=O)N1C2C(C(CC1CC2)N(C)C=2N=NC(=CC2)Cl)F